C=C\C=C/CCCCCCCCCCCCCCC (3Z,6Z)-nonadecadiene